(S)-8-chloro-6-(((1-(1,3-difluoropropan-2-yl)-1H-1,2,3-triazol-4-yl)(quinolin-5-yl)methyl)amino)-4-(neopentylamino)quinoline-3-carbonitrile ClC=1C=C(C=C2C(=C(C=NC12)C#N)NCC(C)(C)C)N[C@@H](C1=C2C=CC=NC2=CC=C1)C=1N=NN(C1)C(CF)CF